3-cyano-4-(6-(3,5-difluorophenyl)-6-(1,6-dimethyl-2-oxo-1,2-dihydropyridin-3-yl)-6-Hydroxyhexa-1,3-diyn-1-yl)pyrazolo[1,5-a]pyridine-5-carboxamide C(#N)C=1C=NN2C1C(=C(C=C2)C(=O)N)C#CC#CCC(O)(C=2C(N(C(=CC2)C)C)=O)C2=CC(=CC(=C2)F)F